1-ethyl-3-methylimidazoleacetic acid acetate sulfate S(=O)(=O)(O)O.C(C)(=O)O.C(C)N1C(N(C=C1)C)CC(=O)O